3-(4,4-difluoroazepan-1-yl)quinoline-2-carboxamide FC1(CCN(CCC1)C=1C(=NC2=CC=CC=C2C1)C(=O)N)F